(R)-2-(4-((1-methylpiperidin-3-yl)thio)phthalazin-1-yl)-5-(trifluoromethyl)phenol CN1C[C@@H](CCC1)SC1=NN=C(C2=CC=CC=C12)C1=C(C=C(C=C1)C(F)(F)F)O